C(=CCCC)OP1=NP=NP=N1 pentenyloxycyclotriphosphazene